OC1=CC(=CC2=CC=CC=C12)NC(OC(C)(C)C)=O tert-butyl (4-hydroxynaphthalen-2-yl)carbamate